NC(CCN(C([C@H](F)Cl)=O)NC(=O)[C@H](CC(C)C)NC(=O)C=1NC2=CC=CC(=C2C1)Cl)=O N-[(1S)-1-[[(3-amino-3-oxo-propyl)-[(2R)-2-chloro-2-fluoro-acetyl]amino]carbamoyl]-3-methyl-butyl]-4-chloro-1H-indole-2-carboxamide